FC=1C=C(CNC2=NC=C(C=N2)C(=O)NN)C=CC1F 2-((3,4-Difluorobenzyl)amino)pyrimidine-5-carbohydrazide